C(CCCC)C(CCCC)OCCO 2-[(1-n-pentyl-n-pentyl)oxy]ethanol